C1(=CC=CC=C1)C1(CC1)C(=O)O 1-phenyl-1-cyclopropane-carboxylic acid